phenyl-L-selenocysteine C1(=CC=CC=C1)N[C@@H](C[SeH])C(=O)O